CC(C)C(CO)=C=C 2-(1-methylethyl)-2,3-butadien-1-ol